N(=[N+]=[N-])[C@@H]1CC[C@H](OC1O)[C@@H](CF)N(C(OCC1=CC=CC=C1)=O)CC1=CC=CC=C1 Benzyl N-[(1S)-1-[(2S,5R)-5-azido-6-hydroxy-tetrahydropyran-2-yl]-2-fluoro-ethyl]-N-benzyl-carbamate